(3S)-1-(tert-Butoxycarbonyl)-pyrrol-3-amine C(C)(C)(C)OC(=O)N1C=C(C=C1)N